C1(CC1)C=1C=C(OC=2C(=CN=NC2)C(=O)N[C@H](CC2=C(C=C(C=C2)C)C)CON2C(C3=CC=CC=C3C2=O)=O)C=CC1 |r| 5-(3-cyclopropylphenoxy)-N-{(2RS)-1-(2,4-dimethylphenyl)-3-[(1,3-dioxo-1,3-dihydro-2H-isoindol-2-yl)oxy]propan-2-yl}pyridazine-4-carboxamide